ClC=1SC(=CN1)CN1C=CC=C2C1=NC(N(C2=O)C2=CSC=C2)=O 8-((2-chlorothiazol-5-yl)methyl)-3-(thien-3-yl)pyrido[2,3-d]pyrimidine-2,4(3H,8H)-dione